1-cyclohexyl-5-methyl-1H-pyrrole-3-carboxylic acid C1(CCCCC1)N1C=C(C=C1C)C(=O)O